2-(1-(4-(4-((((R)-1-(2-fluorophenyl)ethoxy)carbonyl)amino)-3-methyl-isoxazol-5-yl)phenyl)-2-oxabicyclo[2.2.2]octan-4-yl)acetic acid FC1=C(C=CC=C1)[C@@H](C)OC(=O)NC=1C(=NOC1C1=CC=C(C=C1)C12OCC(CC1)(CC2)CC(=O)O)C